C1(CC1)CN1CCN(C2=CC=CC=C12)CC(C)N1CCCCC1 1-(4-(cyclopropylmethyl)-3,4-dihydroquinoxalin-1(2H)-yl)-2-(piperidin-1-yl)propan